2-((3,5-dicyano-4-ethyl-6-((S)-3-hydroxypyrrolidin-1-yl)pyridin-2-yl)sulfanyl)-2-(pyridin-2-yl)acetamide C(#N)C=1C(=NC(=C(C1CC)C#N)N1C[C@H](CC1)O)SC(C(=O)N)C1=NC=CC=C1